N-(6-(3-(2,5-dimethoxyphenylsulfonamido)-2,6-difluorophenyl)quinazolin-2-yl)pivaloamide COC1=C(C=C(C=C1)OC)S(=O)(=O)NC=1C(=C(C(=CC1)F)C=1C=C2C=NC(=NC2=CC1)NC(C(C)(C)C)=O)F